OC1=C(C(C=C(C1=O)CCCCC)=O)[C@@H]1C=C(CC[C@H]1C(=C)C)C 3-hydroxy-2-[(1R,6R)-3-methyl-6-prop-1-en-2-ylcyclohexan-2-En-1-yl]-5-pentylcyclohex-2,5-diene-1,4-dione